CN1N=CC2=C1NC(C=C2)=O 1-methyl-1H-pyrazolo[3,4-b]Pyridin-6(7H)-one